C(#N)CC1=CC=C(C=C1)NC(=O)NC(C(=O)O)(CC)CC 2-({[4-(cyanomethyl)phenyl]carbamoyl}amino)-2-ethylbutanoic acid